5-(tetramethyl-1,3,2-dioxaborolan-2-yl)-1H-pyrazole CC1(C(OB(O1)C1=CC=NN1)(C)C)C